C(C(F)(F)F)(C(F)(F)F)I 1,1,1,3,3,3-hexafluoroisopropyl iodide